FC(CCNC(O[C@H]1C[C@H](CC1)C1=CC(=NN1)NC(CC=1OC(=CN1)C)=O)=O)(F)F (1R,3S)-3-(3-{[(5-methyl-1,3-oxazol-2-yl)acetyl]-amino}-1H-pyrazol-5-yl)-cyclopentyl (3,3,3-tri-fluoropropyl)carbamate